C(C)(C)C1=CC(=C(C=C1C(C)C)Br)Br 4,5-diisopropyl-1,2-dibromobenzene